OC1=C(C=CC=C1)C1=CC(=CN=N1)N1CCC(CC1)(C1=CC=CC=C1)CNC(=O)C1(CCN(CC1)C(=O)OC(C)(C)C)OCC(F)(F)F tert-butyl 4-(((1-(6-(2-hydroxyphenyl)pyridazin-4-yl)-4-phenylpiperidin-4-yl)methyl)carbamoyl)-4-(2,2,2-trifluoroethoxy)piperidine-1-carboxylate